4,7,1-trioxatridecane-1,13-diamine O(CCOCCOCCCCCCN)N